2-amino-8-[4-(2-hydroxyethoxy)cyclohexyl]-6-(6-methoxypyridin-3-yl)-4-methylpyrido[2,3-d]pyrimidin-7-one NC=1N=C(C2=C(N1)N(C(C(=C2)C=2C=NC(=CC2)OC)=O)C2CCC(CC2)OCCO)C